triethylene glycol bis[3-(3-t-butyl-5-methyl-4-hydroxyphenyl) propionate] C(C)(C)(C)C=1C=C(C=C(C1O)C)CCC(=O)OCCOCCOCCOC(CCC1=CC(=C(C(=C1)C)O)C(C)(C)C)=O